(S)-2-((8-cyano-2-((S)-4-(difluoromethyl)-2-carbonyloxazolidin-3-yl)-5,6-dihydrobenzo[f]imidazo[1,2-d][1,4]oxazepin-9-yl)amino)propanamide C(#N)C1=C(C=CC=2C=3N(CCOC21)C=C(N3)N3C(OC[C@H]3C(F)F)=C=O)N[C@H](C(=O)N)C